ClC1=CC=C(CN2CCN(C3=CC=CC=C23)C(CN2CCCC2)=O)C=C1 1-(4-(4-chlorobenzyl)-3,4-dihydroquinoxalin-1(2H)-yl)-2-(pyrrolidin-1-yl)ethan-1-one